ClC1=CC=C(C=C1)NC(=O)N1[C@H](C[C@H](C1)O)C(=O)NC1=C(C=CC(=C1)C(CCC1CC1)(C=1C=NC=CC1)N[S@@](=O)C(C)(C)C)F (2R,4R)-N1-(4-chlorophenyl)-N2-(5-(3-cyclopropyl-1-((S)-1,1-dimethylethylsulfinamido)-1-(pyridin-3-yl)propyl)-2-fluorophenyl)-4-hydroxypyrrolidine-1,2-dicarboxamide